4-(6-chloro-5'-(3-chlorophenyl)-3'-isopropyl-2,6'-dioxo-5',6'-dihydro-3'H-spiro[indoline-3,4'-pyrrolo[3,4-d]imidazol]-2'-yl)-3-methoxybenzonitrile ClC1=CC=C2C(=C1)NC(C21N(C(C=2N=C(N(C21)C(C)C)C2=C(C=C(C#N)C=C2)OC)=O)C2=CC(=CC=C2)Cl)=O